S1C(=CC=C1)C=1C=C(C=CC1)C=CC(=O)C1=CC=C(C(=O)O)C=C1 4-[3-(3-Thiophen-2-ylphenyl)prop-2-enoyl]benzoic acid